2-(propen-2-yl)-4,4,5,5-tetramethyl-1,3,2-dioxaborolane C=C(C)B1OC(C(O1)(C)C)(C)C